(3S,4S)-4-{[5-(2,4-Difluoro-phenyl)-isoxazole-3-carbonyl]-amino}-1-spiro[2.3]hex-5-yl-piperidine-3-carboxylic acid (1-pyrimidin-2-yl-cyclopropyl)-amide N1=C(N=CC=C1)C1(CC1)NC(=O)[C@H]1CN(CC[C@@H]1NC(=O)C1=NOC(=C1)C1=C(C=C(C=C1)F)F)C1CC2(CC2)C1